CN(CCCOC(=O)N[C@@H](CC(=O)OCCCCCCCC\C=C/C\C=C/CCCCC)C(=O)OCCCCCCCC\C=C/C\C=C/CCCCC)C Di((9Z,12Z)-octadeca-9,12-dien-1-yl) ((3-(dimethylamino)propoxy)carbonyl)-L-aspartate